C(#N)C[C@@H]1N(CCN(C1)C=1C2=C(N=C(N1)OC[C@H]1N(CCC1)C)CN(CC2)C=2C=NC=CC2OC)C(=O)OC(C)(C)C tert-butyl (2S)-2-(cyanomethyl)-4-[7-(4-methoxy-3-pyridyl)-2-[[(2S)-1-methylpyrrolidin-2-yl]methoxy]-6,8-dihydro-5H-pyrido[3,4-d]pyrimidin-4-yl]piperazine-1-carboxylate